17-(3-pyridyl)androstane-5,16-diene-3β-ol N1=CC(=CC=C1)C=1[C@]2(C)[C@@H](CC1)[C@@H]1CC=C3C[C@H](CC[C@]3(C)[C@H]1CC2)O